[1-(5-{[2-Chloro-4-(trifluoromethyl)pyridin-3-yl]methoxy}pyrimidin-2-yl)pyrazol-3-yl]methanol ClC1=NC=CC(=C1COC=1C=NC(=NC1)N1N=C(C=C1)CO)C(F)(F)F